2-(1-Adamantyl)ethyl (4-nitrophenyl) carbonate C(OCCC12CC3CC(CC(C1)C3)C2)(OC2=CC=C(C=C2)[N+](=O)[O-])=O